1-Benzylpiperidine-4,4-dinitrile C(C1=CC=CC=C1)N1CCC(CC1)(C#N)C#N